N-(2-(2-benzyl-4-(1-(pyridin-3-ylmethyl)-1H-pyrazol-3-yl)-5,7-dihydro-6H-pyrrolo[3,4-d]pyrimidin-6-yl)-2-oxoethyl)acetamide C(C1=CC=CC=C1)C=1N=C(C2=C(N1)CN(C2)C(CNC(C)=O)=O)C2=NN(C=C2)CC=2C=NC=CC2